C1(=CC=C(C=C1)C[C@H](CCC(=O)O)C)C1=CC=CC=C1 (2R,4S)-5-([1,1'-biphenyl]-4-yl)-4-methyl-pentanoic acid